(3,5-di-tert-butyl)-4-hydroxy-hydrocinnamate C(C)(C)(C)C=1C=C(CCC(=O)[O-])C=C(C1O)C(C)(C)C